FC=1C=NC=CC1C(C1=CC=C(C#N)C=C1)OC1=CC=C2C(CCOC2=C1)=O 4-((3-fluoropyridin-4-yl)((4-oxochroman-7-yl)oxy)methyl)benzonitrile